ClC=1C=C(C=CC1OC(F)(F)F)C1N(CC1)C1N(CC12CC(C2)N2C=NC(=C2)C2CC2)C=O 3-[3-chloro-4-(trifluoromethoxy)phenylazetidin-1-yl]-[6-(4-cyclopropylimidazol-1-yl)-2-azaspiro[3.3]heptan-2-yl]methanone